CCOP(=O)(O)OP(=O)(O)OP(=O)(O)OC[C@@H]1[C@H]([C@H]([C@@H](O1)N2C=CC(=O)NC2=O)O)O The molecule is an organic triphosphate formed by condensation between the gamma-phospho group of uridine 5'-triphosphate and ethanol. It derives from an ethanol and an UTP.